FC1=C(CN2C=C(C=C2)C(C(CC2=C(C=CC=C2F)F)C2=CC=CC=C2)=O)C(=CC=C1)F 1-(1-(2,6-difluorobenzyl)-1H-pyrrol-3-yl)-3-(2,6-difluorophenyl)-2-phenylpropan-1-one